CC1(CCC(CC1)NC1=NN2C(C=N1)=C(C=C2)C=2C=NC=1N(C2)C(=CN1)C)O (1s,4s)-1-methyl-4-((5-(3-methylimidazo[1,2-a]pyrimidin-6-yl)pyrrolo[2,1-f][1,2,4]triazin-2-yl)amino)cyclohexan-1-ol